benzyl N-[[4-[5-amino-4-cyano-1-[(1S)-2,2,2-trifluoro-1-methyl-ethyl]pyrazol-3-yl]phenyl]methyl]carbamate NC1=C(C(=NN1[C@H](C(F)(F)F)C)C1=CC=C(C=C1)CNC(OCC1=CC=CC=C1)=O)C#N